ethyl 1-(4-(4,4,5,5-tetramethyl-1,3,2-dioxaborolan-2-yl)benzyl)-1H-pyrazole-4-carboxylate CC1(OB(OC1(C)C)C1=CC=C(CN2N=CC(=C2)C(=O)OCC)C=C1)C